bis((1-methyl-3-ethylpentan-3-yl)cyclopentadienyl)zirconium dichloride [Cl-].[Cl-].CCCC(CC)(CC)C1(C=CC=C1)[Zr+2]C1(C=CC=C1)C(CCC)(CC)CC